1-(2-chloro-4-((5-(oxetan-3-yloxy)-2,3-dihydro-[1,4]dioxino[2,3-f]quinolin-10-yl)oxy)phenyl)-3-cyclopropylurea ClC1=C(C=CC(=C1)OC1=CC=NC2=CC(=C3C(=C12)OCCO3)OC3COC3)NC(=O)NC3CC3